CC(C(=O)OC)(C=O)C methyl 2,2-dimethyl-3-oxo-propanoate